C(=O)(O)C1=C(C=CC=C1)P(Cl)C1=C(C=CC=C1OC)OC (2-carboxyphenyl)-(2,6-dimethoxyphenyl)chlorophosphine